3-(2-(azetidin-1-yl)ethyl)-1H-indol-4-ol fumarate (2-fumarate) C(\C=C\C(=O)O)(=O)O.C(\C=C\C(=O)O)(=O)O.N1(CCC1)CCC1=CNC=2C=CC=C(C12)O